CC=1NC(=C(C(C1C(=O)OC)C1=C(C=CC=C1)[N+](=O)[O-])C(=O)OC)C Dimethyl 2,6-dimethyl-4-(2-nitro-phenyl)-1,4-dihydropyridine-3,5-dicarboxylate